OCC1(N(C2=CC=CC=C2CC1)C(=O)O)C1=CC=CC=C1 2-(Hydroxymethyl)-2-phenyl-3,4-dihydroquinoline-1(2H)-carboxylic acid